Cl.NCCCCNC(C1=C(C=C(C=C1)NC=1C=2N(C=CN1)C(=CN2)C2=C(C(=C(C=C2)OC)F)F)C)=O N-(4-aminobutyl)-4-((3-(2,3-difluoro-4-methoxyphenyl)imidazo[1,2-a]pyrazin-8-yl)amino)-2-methylbenzamide hydrochloride